chloro-3-(3,5-dimethoxyphenyl)-3,4-dihydropyrimido[4,5-d]pyrimidin-2(1H)-one ClN1C(N(CC=2C1=NC=NC2)C2=CC(=CC(=C2)OC)OC)=O